7-(1-(2-methoxyethyl)-1H-indazol-4-yl)-2-oxo-1,2-dihydrospiro[pyrido[2,3-b][1,4]oxazine-3,3'-pyrrolidine]-1'-carbonitrile COCCN1N=CC2=C(C=CC=C12)C1=CC2=C(OC3(CN(CC3)C#N)C(N2)=O)N=C1